O[C@@]1(C(N(CC1)C)=O)C=1N=C(SC1)C1=NC(=CC=C1)C1=NC(=NC=C1)NC1=NN(C=C1)C (R)-3-hydroxy-1-methyl-3-(2-(6-(2-((1-methyl-1H-pyrazol-3-yl)amino)pyrimidin-4-yl)pyridin-2-yl)thiazol-4-yl)pyrrolidin-2-one